ClC1=C(CNC(=O)[C@]2(C=3C=CC=NC3[C@@](CC2)(CS(=O)(=O)C)O)F)C=CC(=C1)Cl (5S,8S)-N-(2,4-dichlorobenzyl)-5-fluoro-8-hydroxy-8-((methylsulfonyl)methyl)-5,6,7,8-tetrahydroquinoline-5-carboxamide